CC1=C(C(=CC=C1)C)C1=NC(=NC(=C1)OC1=CC(=C(C=C1)OC(F)(F)F)N1CCN(CC1)C)NS(=O)(=O)C=1C=NN(C1)C N-[4-(2,6-dimethylphenyl)-6-[3-(4-methylpiperazin-1-yl)-4-(trifluoromethoxy)phenoxy]pyrimidin-2-yl]-1-methyl-pyrazole-4-sulfonamide